2-chloro-4-(5-methyl-1H-pyrazol-3-yl)pyrimidine ClC1=NC=CC(=N1)C1=NNC(=C1)C